[(2S)-4-[7-(8-bromo-1-naphthyl)-2-chloro-6,8-dihydro-5H-pyrido[3,4-d]pyrimidin-4-yl]piperazin-2-yl]acetonitrile BrC=1C=CC=C2C=CC=C(C12)N1CC=2N=C(N=C(C2CC1)N1C[C@@H](NCC1)CC#N)Cl